2,6-diphenyl-10-(2-naphthyl)anthracene-9-boronic Acid C1(=CC=CC=C1)C1=CC2=C(C3=CC=C(C=C3C(=C2C=C1)C1=CC2=CC=CC=C2C=C1)C1=CC=CC=C1)B(O)O